2-(2-(cyclopropanesulfonylamino)thiazol-4-yl)-N-(4-(6-ethoxypyrazin-2-yl)-2-fluorophenyl)-2-methoxyacetamide C1(CC1)S(=O)(=O)NC=1SC=C(N1)C(C(=O)NC1=C(C=C(C=C1)C1=NC(=CN=C1)OCC)F)OC